Methyl 4-(4,7-dichloroquinolin-2-yl)-1H-pyrrole-2-carboxylate ClC1=CC(=NC2=CC(=CC=C12)Cl)C=1C=C(NC1)C(=O)OC